(3S,4S)-tert-butyl 3-fluoro-4-((6-(6-(1-methylcyclopropyl)imidazo[1,2-a]pyridin-3-yl)pyridin-2-yl)amino)pyrrolidine-1-carboxylate F[C@H]1CN(C[C@@H]1NC1=NC(=CC=C1)C1=CN=C2N1C=C(C=C2)C2(CC2)C)C(=O)OC(C)(C)C